N-butyl-N'-stearyl-urea C(CCC)NC(=O)NCCCCCCCCCCCCCCCCCC